(5s,7s)-2-bromo-7-fluoro-5-(2,3,5-trifluorophenyl)-6,7-dihydro-5H-pyrrolo[1,2-b][1,2,4]triazole BrC=1N=C2N(N1)[C@@H](C[C@@H]2F)C2=C(C(=CC(=C2)F)F)F